CC=1N(C(=CN1)[N+](=O)[O-])CCOCC=C(C)C 2-Methyl-1-(2-((3-methylbut-2-en-1-yl)oxy)ethyl)-5-nitro-1H-imidazole